O=C1NC(CCC1C1=COC2=C1C=C(C=C2)C#CCNC(C2=NC=C(C=C2C)C2=NC=C(C=N2)N(C=2C=C(C1=C(N(C(O1)=O)C)C2)N2CCOCC2)C)=O)=O N-(3-(3-(2,6-dioxo-piperidin-3-yl)benzofuran-5-yl)prop-2-yn-1-yl)-3-methyl-5-(5-(methyl-(3-methyl-7-morpholino-2-oxo-2,3-dihydrobenzo[d]oxazol-5-yl)amino)pyrimidin-2-yl)picolinamide